FC(C1=CC=CC(=N1)C12CNCC(CC1)N2)(F)F (6-(trifluoromethyl)pyridin-2-yl)-3,8-diazabicyclo[3.2.1]octane